C1(CCCCC1)C1N=C(SC1)Cl cyclohexyl-chlorothiazoline